CC=1C=C(C=CC1)N(C1=CC=CC=C1)C1=CC=C(C=C1)C N-(3-methylphenyl)-N-(4-methylphenyl)aniline